[Ni](Cl)Cl.CN(CCN(C)C)C tetramethyl-ethylenediamine nickel dichloride